((1-(bromoethynyl)cycloheptyl)oxy)(tert-butyl)dimethylsilane BrC#CC1(CCCCCC1)O[Si](C)(C)C(C)(C)C